2-iodofuran-3-carboxylic acid IC=1OC=CC1C(=O)O